ClC1=CC(=C2C(C(=CN(C2=N1)C=1SC=CN1)C(=O)O)=O)C 7-chloro-5-methyl-4-oxo-1-(1,3-thiazol-2-yl)-1,4-dihydro-1,8-naphthyridine-3-carboxylic acid